C(C1=CC=CC=C1)C1C[NH+](CCC1)C 3-benzyl-1-methylpiperidinium